1-cycloheptyl-5-(trifluoromethyl)-1H-pyrazole-4-carboxylic acid C1(CCCCCC1)N1N=CC(=C1C(F)(F)F)C(=O)O